C(C(=C)C)(=O)OCCCCCC=O 6-(methacryloxy)hexanal